CN(C1(CCC2(CN(C(N2CC2(CCC2)O)=O)CC(C(=O)N)(C)C)CC1)C1=CC=CC=C1)C 3-[8-Dimethylamino-1-[(1-hydroxy-cyclobutyl)-methyl]-2-oxo-8-phenyl-1,3-diazaspiro[4.5]decan-3-yl]-2,2-dimethyl-propionamide